1-[(1-methyl-1H-pyrazol-4-yl)[(3R)-1-methylpiperidin-3-yl]sulfamoyl]urea CN1N=CC(=C1)N(S(=O)(=O)NC(=O)N)[C@H]1CN(CCC1)C